distyrylbiphenyl-disulfonate C(=CC1=CC=CC=C1)OS(=O)(=O)C1=C(C=CC=C1S(=O)(=O)OC=CC1=CC=CC=C1)C1=CC=CC=C1